(R)-4-((1-(3-(difluoromethyl)-2-fluorophenyl)ethyl)amino)-6-(1-(fluoromethyl)cyclopropyl)-2-Methyl-8-(1-methyl-1H-pyrazolo[4,3-b]pyridin-6-yl)pyrido[4,3-d]pyrimidin-7(6H)-one FC(C=1C(=C(C=CC1)[C@@H](C)NC=1C=2C(N=C(N1)C)=C(C(N(C2)C2(CC2)CF)=O)C=2C=C1C(=NC2)C=NN1C)F)F